C(#N)C1=C(C(=NC(=C1)SC)C(CCC(=O)O)=O)O 4-(4-Cyano-3-hydroxy-6-methylsulfanyl-pyridin-2-yl)-4-oxo-butyric acid